N-(3-chloro-5-(methylsulfonamido)phenyl)-1-(2-methyl-2-azaspiro[3.3]heptan-6-yl)-1H-pyrazole-4-carboxamide ClC=1C=C(C=C(C1)NS(=O)(=O)C)NC(=O)C=1C=NN(C1)C1CC2(CN(C2)C)C1